(3-(1-(difluoromethyl)-1H-pyrazol-4-yl)phenyl)methan-d2-ol FC(N1N=CC(=C1)C=1C=C(C=CC1)C(O)([2H])[2H])F